The molecule is a bile acid anion that is the conjugate base of allocholic acid, obtained by deprotonation of the carboxy group; major species at pH 7.3. It is a conjugate base of an allocholic acid. C[C@H](CCC(=O)[O-])[C@H]1CC[C@@H]2[C@@]1([C@H](C[C@H]3[C@H]2[C@@H](C[C@@H]4[C@@]3(CC[C@H](C4)O)C)O)O)C